ClC=1C=CC(=C(C1)C=1C=2N(N=CC1)C(=CC2)C(=O)[O-])OCCN2C(=NC=1CCC(CC1C2=O)N(C)C)C 4-[5-chloranyl-2-[2-[6-[di(methyl)amino]-2-methyl-4-oxidanylidene-5,6,7,8-tetrahydroquinazolin-3-yl] ethoxy]phenyl]pyrrolo[1,2-b]pyridazine-7-carboxylate